tridecafluoroheptadecyl-trichlorosilane FC(C(C(C(C(F)(F)[Si](Cl)(Cl)Cl)(F)F)(F)F)(F)F)(CCCCCCCCCCCC(F)(F)F)F